C(CC=1C(C(=O)[O-])=CC=CC1)(=O)[O-] homophthalate